ClC=1C(=C(C(=CC1)F)N1C[C@H]2C([C@H]2C1)C1=NOC(=N1)CN1C=NC=2N=CN(C2C1=O)C)F 1-((3-((1R,5S,6r)-3-(3-chloro-2,6-difluorophenyl)-3-azabicyclo[3.1.0]hexan-6-yl)-1,2,4-oxadiazol-5-yl)methyl)-7-methyl-1,7-dihydro-6H-purin-6-one